o-bromocyanobenzyl chloride BrC1=C(C(C#N)Cl)C=CC=C1